BrC1=C(C(=CC=C1)F)C(C1CCN(CC1)C(=O)OC(C)(C)C)O tert-butyl 4-((2-bromo-6-fluorophenyl)(hydroxy)methyl)piperidine-1-carboxylate